COC1=C(C=CC(=C1)N1CCN(CC1)C)NC1=NC=C(C(=N1)NCCCNC(=O)C1CCC1)C(F)(F)F N-(3-((2-((2-methoxy-4-(4-methylpiperazin-1-yl)phenyl)amino)-5-(trifluoromethyl)pyrimidin-4-yl)amino)propyl)cyclobutanecarboxamide